5-chloro-2-(6-fluoro-1,2,3,4-tetrahydronaphthalen-1-yl)-4-(trifluoromethyl)benzoyl chloride ClC=1C(=CC(=C(C(=O)Cl)C1)C1CCCC2=CC(=CC=C12)F)C(F)(F)F